(1S,2S,3S,6R)-6-((4-chloro-3-methylphenethyl)amino)-4-(fluoromethyl)cyclohex-4-ene-1,2,3-triol ClC1=C(C=C(CCN[C@@H]2C=C([C@@H]([C@@H]([C@H]2O)O)O)CF)C=C1)C